NC(C(=O)[O-])(CC)S amino-2-mercaptobutanoate